(6,7-dichloro-1-methyl-1,3,4,5-tetrahydro-2H-pyrido[4,3-b]indol-2-yl)(5-(dimethylamino)-1H-imidazol-2-yl)methanone ClC1=C(C=CC=2C3=C(NC12)CCN(C3C)C(=O)C=3NC(=CN3)N(C)C)Cl